C(C)(C)C(C=CC)CC 4-isopropyl-2-hexene